C(CCCCCC)NC(=O)OC=1C=C(C=CC1)C=1C=NC=C(C(=O)OC)C1 methyl 5-(3-((heptylcarbamoyl)oxy)phenyl)nicotinate